N-(2-azabicyclo[2.1.1]hexan-4-ylmethyl)-2,2-difluoro-propanamide C12NCC(C1)(C2)CNC(C(C)(F)F)=O